8-(4-fluoro-3-methoxyphenyl)-3-methyl-1,3,4,5-tetrahydrobenzo[c][1,7]naphthyridin-6(2H)-one FC1=C(C=C(C=C1)C=1C=CC2=C(C(NC=3CN(CCC23)C)=O)C1)OC